C(C)(C)(C)C1N2C(C3=CC(=C(C=C3C1)C=1C(=NNC1)C)OC)=CC(C(=C2)C(=O)O)=O 6-tert-butyl-10-methoxy-9-(3-methyl-1H-pyrazol-4-yl)-2-oxo-6,7-dihydro-2H-pyrido[2,1-a]isoquinoline-3-carboxylic acid